(R)-N-(3-(5-Fluoro-2-(2-fluoro-3-(methylsulfonyl)phenylamino)-pyrimidin-4-yl)-1H-indol-7-yl)-3-methoxy-2-(4-methylpiperazin-1-yl)propanamid FC=1C(=NC(=NC1)NC1=C(C(=CC=C1)S(=O)(=O)C)F)C1=CNC2=C(C=CC=C12)NC([C@@H](COC)N1CCN(CC1)C)=O